[N+](=O)([O-])C1=CC=C(C=C1)C1=NC(=CC2=C1NC1=CC=CC=C21)NC(OC(C)(C)C)=O tert-butyl N-[1-(4-nitrophenyl)-9H-pyrido[3,4-b]indol-3-yl]carbamate